C(CC)C=1OC=2N=C3N(C(C2N1)=O)CCCC3 2-propyl-5,6,7,8-tetrahydro-10H-oxazolo[5,4-d]pyrido[1,2-a]pyrimidin-10-one